(S)-6-(2-chlorophenyl)-5-methyl-2-((3-methyl-4-(9-methyl-3,9-diazaspiro[5.5]undecan-3-yl)phenyl)amino)-8-(1-propylpiperidin-3-yl)pyrido[2,3-d]pyrimidin-7(8H)-one ClC1=C(C=CC=C1)C1=C(C2=C(N=C(N=C2)NC2=CC(=C(C=C2)N2CCC3(CC2)CCN(CC3)C)C)N(C1=O)[C@@H]1CN(CCC1)CCC)C